(1R,3S,5R)-2-(2-(3-acetyl-5-(2-methylpyrimidin-5-yl)-1H-indazol-1-yl)acetyl)-N-(6-bromo-5-methylpyrazin-2-yl)-2-azabicyclo[3.1.0]hexane-3-carboxamide C(C)(=O)C1=NN(C2=CC=C(C=C12)C=1C=NC(=NC1)C)CC(=O)N1[C@@H]2C[C@@H]2C[C@H]1C(=O)NC1=NC(=C(N=C1)C)Br